1-(exo-3-((4-((4-([1,2,4]Triazolo[1,5-a]pyridin-7-yloxy)-3-methyl-phenyl)amino)-7-methoxyquinazolin-6-yl)oxy)-8-azabicyclo[3.2.1]octan-8-yl)prop-2-en-1-one N=1C=NN2C1C=C(C=C2)OC2=C(C=C(C=C2)NC2=NC=NC1=CC(=C(C=C21)OC2CC1CCC(C2)N1C(C=C)=O)OC)C